N[C@@H](CO)C1=CC=C(C=C1)C1=NC=CC=C1F (R)-2-amino-2-(4-(3-fluoropyridin-2-yl)phenyl)ethan-1-ol